C(C)(C)(C)P(CCP(C(C)(C)C)C(C)(C)C)C(C)(C)C 1,2-bis(di-tert-butyl-phosphino)ethane